C1(CC1)N(C(OC(C)(C)C)=O)C1C[C@H](NCC1)C1=CC=CC=C1 tert-Butyl cyclopropyl((2S)-2-phenylpiperidin-4-yl)carbamate